[1-14C]palmitate [14C](CCCCCCCCCCCCCCC)(=O)[O-]